(R)-tert-butyl-2-((2-fluoro-4-((4-(1-isopropyl-1H-pyrazol-4-yl)-5-methylpyrimidine-2-yl)amino)phenyl)carbamoyl)pyrrolidine C(C)(C)(C)N1[C@H](CCC1)C(NC1=C(C=C(C=C1)NC1=NC=C(C(=N1)C=1C=NN(C1)C(C)C)C)F)=O